(4-aminoisoindolin-2-yl)(4,6-dihydroxy-3-methyl-2-(2,2,2-trifluoroethoxy)phenyl)methanone NC1=C2CN(CC2=CC=C1)C(=O)C1=C(C(=C(C=C1O)O)C)OCC(F)(F)F